3-(Chloromethyl)-5-methoxy-1-methyl-1H-pyrazole ClCC1=NN(C(=C1)OC)C